C(CCC(=O)C)(=O)OC(CCCCCCC)O octanediol levulinate